N=1C=NN2C1C=C(C=C2)OC2=C(C=C(C=C2)NC=2C1=C(N=CN2)C=CC(=N1)[C@H]1[C@@H]2CC[C@H](C1)N2C(C=C)=O)C |o1:27,28,31| rel-1-((1S,2R,4R)-2-(4-((4-([1,2,4]triazolo[1,5-a]pyridin-7-yloxy)-3-methylphenyl)amino)pyrido[3,2-d]pyrimidin-6-yl)-7-azabicyclo[2.2.1]heptan-7-yl)prop-2-en-1-one